Methyl-ethyl-pyrazine carbamoyl-(2r)-2,5-Diaminopentanoate (carbamoyl-(2r)-2,5-diaminopentanoate) C(N)(=O)[C@@](C(=O)O)(CCCN)N.C(N)(=O)OC([C@@H](CCCN)N)=O.CC=1C(=NC=CN1)CC